C(C1=CC=CC=C1)OC1(C2=NN=C(C=3C(=CC(=C(OC4=CC(=CC(C(CC1)=C)=C4)F)N3)C(F)(F)F)[N+](=O)[O-])O2)C(F)(F)F 6-(benzyloxy)-12-fluoro-9-methylidene-19-nitro-6,17-bis(trifluoromethyl)-15,22-dioxa-3,4,20-triazatetracyclo[14.3.1.12,5.110,14]docosa-1(20),2,4,10(21),11,13,16,18-octaene